[N+](=O)([O-])C1=C(C=CC=C1)NC1COCC1 N-(2-nitrophenyl)tetrahydrofuran-3-amine